2-amino-3-methyl-N-((1S)-1-(tetrahydro-2H-pyran-4-yl)ethyl)-N-((5-(trifluoromethyl)-2-pyridinyl)methyl)-6-quinolinecarboxamide NC1=NC2=CC=C(C=C2C=C1C)C(=O)N(CC1=NC=C(C=C1)C(F)(F)F)[C@@H](C)C1CCOCC1